2-(N-Morpholino)-ethanesulfonic acid C1COCC[NH+]1CCS(=O)(=O)[O-]